N-(1-(2-hydroxy-2-methylpropyl)-3-(2-methoxy-5-methylphenyl)-1H-pyrazol-4-yl)pyrazolo[1,5-a]pyrimidine-3-carboxamide OC(CN1N=C(C(=C1)NC(=O)C=1C=NN2C1N=CC=C2)C2=C(C=CC(=C2)C)OC)(C)C